mercury-arsenic [As].[Hg]